3-methylstyrene CC=1C=C(C=C)C=CC1